2,6-diazaspiro[3.5]Nonane-6-carboxylate C1NCC12CN(CCC2)C(=O)[O-]